(5R,6S)-6-({[1,1'-biphenyl]-3-yl}methyl)-N-ethyl-2,2-dioxo-2λ6-thia-1,3,7-triazaspiro[4.5]decane-7-carboxamide C1(=CC(=CC=C1)C[C@H]1[C@]2(CNS(N2)(=O)=O)CCCN1C(=O)NCC)C1=CC=CC=C1